C(C)(C)(C)N1N=CC(=C1)C=1C(=CC2=C(N(C([C@H](CS2(=O)=O)NC(OC(C)(C)C)=O)=O)CC2=CC=C(C=C2)Cl)C1)F tert-butyl N-[(3R)-7-(1-tert-butylpyrazol-4-yl)-5-[(4-chlorophenyl)methyl]-8-fluoro-1,1,4-trioxo-2,3-dihydro-1λ6,5-benzothiazepin-3-yl]carbamate